N-(5-chloro-2-nitrobenzeneyl)ethylsulfonamide ClC=1C=CC(=C(C1)CCNS(=O)=O)[N+](=O)[O-]